C1(=CC=CC=C1)C=1C2=CC=CC=C2C(=C2C=CC=CC12)C1=CC=C(C=C1)Br 9-phenyl-10-(4-bromophenyl)anthracene